CC1(CCC=2C1=NC(=CC2[C@H](C)N2C[C@H](CCC2)C)C(=O)N)C 7,7-dimethyl-4-((S)-1-((S)-3-methylpiperidin-1-yl)ethyl)-6,7-dihydro-5H-cyclopenta[b]pyridine-2-carboxamide